FC1=CC=C(C(=C1C([C@@H](C=1OC(NN1)=O)NS(=O)(=O)N1CCC(CC1)CN1CCCCC1)C)C)C N-((1S)-2-(6-fluoro-2,3-di-methylphenyl)-1-(5-oxo-4,5-dihydro-1,3,4-oxadiazol-2-yl)propyl)-4-(piperidin-1-yl-methyl)piperidine-1-sulfonamide